C12CC(CC(CC1)N2)NC=2SC1=C(C=NC(=C1)C1=CC3=CN(N=C3C(=C1)C#N)C)N2 5-{2-[(3-exo)-8-Azabicyclo[3.2.1]oct-3-ylamino][1,3]thiazolo[4,5-c]pyridin-6-yl}-2-methyl-2H-indazol-7-carbonitril